CN(C)\C=C\1/C(CCCC1C)=O (Z)-2-((dimethylamino)methylene)-3-methylcyclohexan-1-one